6-Bromo-2-(1-(2,5-difluorophenyl)-4-(triisopropylsilyl)but-3-yn-1-yl)-4-fluoroisoindolin-1-one BrC1=CC(=C2CN(C(C2=C1)=O)C(CC#C[Si](C(C)C)(C(C)C)C(C)C)C1=C(C=CC(=C1)F)F)F